COC1=CC(=CS1)C#N 5-methoxythiophene-3-carbonitrile